butyl-N-{[(3aR,4R,6R,6aS)-6-[4-amino-5-(4-bromobutyl)pyrrolo[2,3-d]pyrimidin-7-yl]-2,2-dimethyl-tetrahydro-3aH-cyclopenta[d][1,3]dioxol-4-yl]methyl}carbamate C(CCC)OC(NC[C@H]1C[C@H]([C@@H]2OC(O[C@@H]21)(C)C)N2C=C(C1=C2N=CN=C1N)CCCCBr)=O